COC[C@@H]1C[C@@H]([C@@H](N1C(=O)OCC1=CC=CC=C1)CO[Si](CC)(CC)CC)NCC1=CC=C(C=C1)OC benzyl (2R,3S,5S)-5-(methoxymethyl)-3-[[(4-methoxyphenyl)methyl]amino]-2-[[(triethylsilyl)oxy]methyl]pyrrolidine-1-carboxylate